3-(3-fluoro-4-(4-oxopiperidin-1-yl)phenoxy)piperidine-2,6-dione FC=1C=C(OC2C(NC(CC2)=O)=O)C=CC1N1CCC(CC1)=O